N-(cyclopropylmethyl)-5-((5-methyl-3-(6-methylpyridin-3-yl)isoOxazol-4-yl)methoxy)pyrazine-2-carboxamide C1(CC1)CNC(=O)C1=NC=C(N=C1)OCC=1C(=NOC1C)C=1C=NC(=CC1)C